O[C@@H]1C[C@@H](CC1)C(=O)O |r| rac-(1R,3S)-3-hydroxycyclopentane-1-carboxylic acid